BrC1=CC=C2C(N3N(C2=C1F)CC=CC3)=O 3-bromo-4-fluoro-6,9-dihydro-11H-pyridazino[1,2-a]indazol-11-one